(R)-1-(3-(4-((5-fluoro-6-phenoxypyridin-3-yl)amino)quinazolin-6-yl)piperidin-1-yl)prop-2-en-1-one FC=1C=C(C=NC1OC1=CC=CC=C1)NC1=NC=NC2=CC=C(C=C12)[C@@H]1CN(CCC1)C(C=C)=O